C1N(CCC2=CC=CC=C12)C[C@H](CN1CCOC2=C(C1)C=CC(=C2)CN2CCCCC2)O 4-[(2R)-3-(3,4-dihydro-1H-isoquinolin-2-yl)-2-hydroxy-propyl]-8-(1-piperidinylmethyl)-2,3-dihydro-1,4-benzoxazepin